tetracarboxyporphin C(=O)(O)C1=C2C=CC(C(=C3C=CC(=C(C=4C=CC(=C(C5=CC=C1N5)C(=O)O)N4)C(=O)O)N3)C(=O)O)=N2